ClC1=CC=NC=C1C#CC1=C(C=CC=C1)NS(=O)(=O)C=1C(=CC=C2C=CC=NC12)C 4-Chloro-5-{2-[2-(7-methylchinolin-8-sulfonamido)phenyl]ethynyl}pyridin